N1CCCCC12CCCCC2 azaspiro[5.5]Undecane